6-(difluoromethoxy)-N-(4-methoxy-3-pyridyl)-N-(4-piperidyl)pyridin-3-amine FC(OC1=CC=C(C=N1)N(C1CCNCC1)C=1C=NC=CC1OC)F